2-(5,7-Dimethyl-1H-Indol-3-Ylmethylene)-Malononitrile CC=1C=C2C(=CNC2=C(C1)C)C=C(C#N)C#N